4-fluoro-3,3-dimethylpyrrolidine hydrochloride Cl.FC1C(CNC1)(C)C